cis-N1-(5-(4-methoxyquinazolin-6-yl)pyrrolo[2,1-f][1,2,4]triazin-2-yl)cyclobutane-1,3-diamine COC1=NC=NC2=CC=C(C=C12)C=1C=CN2N=C(N=CC21)N[C@@H]2C[C@@H](C2)N